F[P-](F)(F)(F)(F)F.C(C)(C)(C)C1=CC=C(C=C1)[I+]C1=CC=C(C=C1)C(C)(C)C bis(4-tertbutylphenyl)iodonium hexafluorophosphate